5,7-difluoro-2-methyl-4-(4,4,5,5-tetramethyl-1,3,2-dioxaborolan-2-yl)indazole FC1=C(C2=CN(N=C2C(=C1)F)C)B1OC(C(O1)(C)C)(C)C